C(C1=CC=CC=C1)N(CCOCCOCCOCCOCCOCCOCCOCCOC)CC1=CC=CC=C1 N,N-dibenzyl-2,5,8,11,14,17,20,23-octaoxapentacosan-25-amine